OC=1C(OC=2C1CC(=CC2O)O)C2=CC(=C(C(=C2)O)O)O 3,5,7-trihydroxy-2-(3,4,5-trihydroxyphenyl)-4H-1-benzofuran